ClC1=CC=C(C=C1)C1=C(C=CC=C1)CN1C2CN(CC1CC2)C=2C=C1C(N(C(C1=CC2F)=O)C2C(NC(CC2)=O)=O)=O 5-(8-((4'-chloro-[1,1'-biphenyl]-2-yl)methyl)-3,8-diazabicyclo[3.2.1]octane-3-yl)-2-(2,6-dioxopiperidin-3-yl)-6-fluoroisoindoline-1,3-dione